3-[[2-(5-Bromo-2-hydroxy-phenyl)acetyl]amino]-N-tert-butyl-benzamide BrC=1C=CC(=C(C1)CC(=O)NC=1C=C(C(=O)NC(C)(C)C)C=CC1)O